O1CCOC=2C1=C1C(=CC=NC1=CC2)OC2=C(C=C(C=C2F)NC(C2=CN=CC=C2OC)=O)F N-(4-((2,3-dihydro-[1,4]dioxino[2,3-f]quinolin-10-yl)oxy)-3,5-difluorophenyl)-4-methoxynicotinamide